methyl 1-{[{(1R)-1-[3,5-diethoxy-4-(1-hydroxyethyl)phenyl]ethyl}(4-phenylbutyl) carbamoyl]amino}cyclobutane-1-carboxylate C(C)OC=1C=C(C=C(C1C(C)O)OCC)[C@@H](C)N(C(=O)NC1(CCC1)C(=O)OC)CCCCC1=CC=CC=C1